C(=O)O.C1(CC1)C1=C(C=CC(=C1)OC)C=1C=C2N(N=CC(=C2N[C@@H]2COCC2)C(=NC2=C(C=C(C=C2)O)CC)N)C1 6-(2-cyclopropyl-4-methoxy-phenyl)-N'-(2-ethyl-4-hydroxy-phenyl)-4-[[(3S)-tetrahydrofuran-3-yl]amino]pyrrolo[1,2-b]pyridazine-3-carboxamidine formic acid salt